(R)-5-(7,8-Dimethyl-[1,2,4]triazolo[1,5-a]pyridin-6-yl)-6-isopropyl-1-(1-neopentylpiperidin-3-yl)-1,3-dihydro-2H-benzo[d]imidazol-2-on CC1=C(C=2N(C=C1C1=CC3=C(N(C(N3)=O)[C@H]3CN(CCC3)CC(C)(C)C)C=C1C(C)C)N=CN2)C